C1(CCCC1)N1C(=CC2=C1N=C(N=C2)NC2=CC=C(C=C2)S(N)(=O)=O)C(=O)NC2=CC=CC=C2 7-cyclopentyl-N-phenyl-2-((4-sulfamoylphenyl)amino)-7H-pyrrolo[2,3-d]pyrimidine-6-carboxamide